N(=[N+]=[N-])C(CN=[N+]=[N-])C1=CC=CC=C1 1,2-diazidoethylbenzene